(S)-5-(4-((S)-2-((S)-2-Amino-3-methylbutanamido)propanamido)benzamido)-2-(4-(2-(2,4-diaminoquinazolin-6-yl)ethyl)benzamido)pentanoic acid N[C@H](C(=O)N[C@H](C(=O)NC1=CC=C(C(=O)NCCC[C@@H](C(=O)O)NC(C2=CC=C(C=C2)CCC=2C=C3C(=NC(=NC3=CC2)N)N)=O)C=C1)C)C(C)C